NC1=C(C=NN1C=1C=NC(=CC1C)OC1=C(C=CC=C1F)F)C(=O)C1=CC=2C(=CC=C3CCCN(C23)CCO)N1 (5-amino-1-{6-[(2,6-difluorophenyl)oxy]-4-methylpyridin-3-yl}pyrazol-4-yl)[1-(2-hydroxyethyl)-2,3,4,7-tetrahydro-1H-pyrrolo[2,3-H]quinolin-8-yl]methanone